ClC=1C=C(C=CC1C(=O)NC=1C=NC(=C(C1)Cl)N1N=CC=N1)C1=C(C(=CC=C1)Cl)C 3,3'-Dichloro-N-(5-chloro-6-(2H-1,2,3-triazol-2-yl)pyridin-3-yl)-2'-methyl-[1,1'-biphenyl]-4-carboxamide